C(C1=CC=CC=C1)NC1=C2C(=C(N(C2=CC(=C1)F)C1=CC=C(C=C1)F)C(COC)(C)C)C1=CC=C(C(=O)OCC2=CC=CC=C2)C=C1 benzyl 4-[4-(benzylamino)-6-fluoro-1-(4-fluorophenyl)-2-(2-methoxy-1,1-dimethyl-ethyl)indol-3-yl]benzoate